3-hydroxy-N-(1-naphthyl)-2-naphthamide C1=CC=C2C(=C1)C=CC=C2NC(=O)C3=CC4=CC=CC=C4C=C3O